N-methylhydrazine sulfate S(=O)(=O)(O)O.CNN